ethyl (S)-3-(3-(4-hydroxy-1-methyl-2-oxo-1,2-dihydropyridin-3-yl)ureido)-3-(4-(3-methoxyphenoxy) phenyl)propanoate OC1=C(C(N(C=C1)C)=O)NC(N[C@@H](CC(=O)OCC)C1=CC=C(C=C1)OC1=CC(=CC=C1)OC)=O